O3-(oleoyl)cholesterol C(CCCCCCC\C=C/CCCCCCCC)(=O)O[C@@H]1CC2=CC[C@H]3[C@@H]4CC[C@H]([C@@H](CCCC(C)C)C)[C@]4(CC[C@@H]3[C@]2(CC1)C)C